(2S,3R)-3-fluorobutan F[C@@H](CC)C